6-acetamido-1H-imidazo[4,5-c]pyridine-1-carboxylic acid tert-butyl ester C(C)(C)(C)OC(=O)N1C=NC=2C=NC(=CC21)NC(C)=O